4-(2-methyl-tetrazol-5-yl)-2-(trifluoromethoxy)benzene CN1N=C(N=N1)C1=CC(=CC=C1)OC(F)(F)F